7-bromo-2-(2,6-dioxopiperidin-3-yl)-3-oxoisoindoline-4-carbonitrile BrC1=CC=C(C=2C(N(CC12)C1C(NC(CC1)=O)=O)=O)C#N